C(C)(C)(C)OC(=O)N1[C@@H](CNCC1)C1=CC(=CC(=C1)Cl)Br.ClC=1C=C(C=C(C1)C1=NC=C(C=N1)F)[C@H]1N(CCN(C1)C(\C=C/Cl)=O)C(CC#N)=O (R,Z)-3-(2-(3-chloro-5-(5-fluoropyrimidin-2-yl)phenyl)-4-(3-chloroacryloyl)-piperazin-1-yl)-3-oxopropanenitrile tert-butyl-(R)-2-(3-bromo-5-chlorophenyl)piperazine-1-carboxylate